FC1=C(C=CC(=C1F)OC)C1=CN=C2N1C=CN=C2NC2=CC(=C(C(=O)NCCCN1CC(NCC1)=O)C=C2)C 4-((3-(2,3-difluoro-4-methoxyphenyl)imidazo[1,2-a]pyrazin-8-yl)amino)-2-methyl-N-(3-(3-oxopiperazin-1-yl)propyl)benzamide